3-(4-Chloro-phenyl)-adamantane-1-carboxylic acid phenylamide C1(=CC=CC=C1)NC(=O)C12CC3(CC(CC(C1)C3)C2)C2=CC=C(C=C2)Cl